ClC1=C(C=CC=C1C=1SC2=C(CNCC2)N1)C1=C2CC[C@@H](C2=CC=C1)OC1=NC(=C(C=O)C=C1C(F)(F)F)OC (S)-6-((4-(2-chloro-3-(4,5,6,7-tetrahydrothiazolo[4,5-c]pyridin-2-yl)phenyl)-2,3-dihydro-1H-inden-1-yl)oxy)-2-methoxy-5-(trifluoromethyl)nicotinaldehyde